C(OC(C)CCCC1=CC=C(C=C1)[N+](=O)[O-])([O-])=O 4-nitrophenylpentan-2-yl carbonate